C(C)N(C=1C=CC=2N(C3=CC=C(C=C3OC2C1)N(CC)CC)C(=O)Cl)CC 3,7-bis(diethylamino)-10H-phenoxazine-10-carbonyl chloride